OC(CNC(=O)NC=1C=C2C=C(C(=NC2=CC1)C(F)(F)F)C1=CC=CC=C1)CC 1-(2-hydroxybutyl)-3-(3-phenyl-2-(trifluorometh-yl)quinolin-6-yl)urea